CN(C(C(=O)O[C@@H](C)[C@H]1CC[C@H]2[C@@H]3CC=C4C[C@H](CC[C@@]4([C@H]3CC[C@]12C)C)O)=O)C (S)-1-((3S,8S,9S,10R,13S,14S,17S)-3-hydroxy-10,13-dimethyl-2,3,4,7,8,9,10,11,12,13,14,15,16,17-tetradecahydro-1H-cyclopenta[a]phenanthren-17-yl)ethyl 2-(dimethylamino)-2-oxoacetate